4-(3,5-dimethyl-1H-pyrazol-1-yl)-2-phenyl-4,5-dihydro-oxazole CC1=NN(C(=C1)C)C1N=C(OC1)C1=CC=CC=C1